4-((4-((2-(Methylamino)-4-phenylthiazol-5-yl)oxy)pyridin-2-yl)amino)benzamide CNC=1SC(=C(N1)C1=CC=CC=C1)OC1=CC(=NC=C1)NC1=CC=C(C(=O)N)C=C1